ClC1=CC=C(C=C1)NC1=C(C=C(C=C1)C(C(=O)N)=C)C=1N=CN(C1)C (4-((4-chlorophenyl)amino)-3-(1-methyl-1H-imidazol-4-yl)phenyl)acrylamide